C(C)(CC)OC1=CC2=C(SC(=C2)C=2SC(=C(N2)C)C(=O)O)C(=C1)C#N 2-(5-(sec-Butoxy)-7-cyanobenzo[b]thiophen-2-yl)-4-methylthiazole-5-carboxylic acid